(E)-4-(((E)-3-(4-acetoxy-3-methoxyphenyl)acryloyl)oxy)-2-methoxybenzyl-3-(4-acetoxy-3-methoxyphenyl)acrylate C(C)(=O)OC1=C(C=C(C=C1)/C=C/C(=O)OC1=CC(=C(COC(\C=C\C2=CC(=C(C=C2)OC(C)=O)OC)=O)C=C1)OC)OC